8-chloro-6-phenyl-4H-s-triazolo[4,3-a][1,4]benzodiazepine ClC=1C=CC2=C(C(=NCC=3N2C=NN3)C3=CC=CC=C3)C1